NC=1C(=NC=CC1C1=C(C=CC(=C1)F)F)C=O 3-amino-4-(2,5-difluorophenyl)pyridinecarboxaldehyde